(+-)-(2S,7aS)-2-hydroxy-5-oxotetrahydro-1H-pyrrolizine O[C@H]1C[C@@H]2CCC(N2C1)=O |r|